O1CCOC12CCC(CC2)=CB2OC(C(O2)(C)C)(C)C 2-((1,4-dioxaspiro[4.5]decan-8-ylidene)methyl)-4,4,5,5-tetramethyl-1,3,2-dioxaborolane